3-(2-((5R,8S)-2-amino-5,6,7,8-tetrahydro-4H-5,8-epiminocyclohepta[d]thiazol-9-yl)-1,1-difluoro-2-oxoethyl)-4-fluoro-N-(4-fluoro-3-methylphenyl)benzamide NC=1SC2=C(N1)C[C@H]1CC[C@@H]2N1C(C(F)(F)C=1C=C(C(=O)NC2=CC(=C(C=C2)F)C)C=CC1F)=O